1,1-dimethylethyl [(3R)-1-({2-[1-(cyanomethyl)-1H-indol-2-yl]-1-methyl-1H-benzimidazol-5-yl}carbonyl)-3-piperidinyl]carbamate C(#N)CN1C(=CC2=CC=CC=C12)C1=NC2=C(N1C)C=CC(=C2)C(=O)N2C[C@@H](CCC2)NC(OC(C)(C)C)=O